14-bromo-11-chloroindolo[1,2-f]phenanthridine BrC=1C=2C=CC(=CC2N2C=3C=CC=CC3C3=CC=CC=C3C21)Cl